Cl.NC=1C2=C(N=C(N1)Cl)N(C=C2C=2SC=C(N2)CC2=CC=CC=C2)[C@H]2[C@@H]([C@@H]([C@H](C2)CN)O)O (1R,2S,3R,5R)-3-[4-amino-5-(4-benzyl-1,3-thiazol-2-yl)-2-chloropyrrolo[2,3-d]pyrimidin-7-yl]-5-(aminomethyl)cyclopentane-1,2-diol HCl salt